[1-(4-iodopyrazol-1-yl)ethyl]piperidine-1-carboxylic acid tert-butyl ester C(C)(C)(C)OC(=O)N1C(CCCC1)C(C)N1N=CC(=C1)I